CN1CCC(CC1)N1N=CC=2C1=NC=NC2O 1-(1-methylpiperidin-4-yl)-1H-pyrazolo[3,4-d]pyrimidin-4-ol